C1(=CC=CC=C1)C1=C(N=C2N1COC1=C2C=NC=C1)C1=CC=C(CN2CCC(=CC2)C2=NC(=NC=C2)C#N)C=C1 4-(1-(4-(3-Phenyl-5H-imidazo[1,2-c]pyrido[3,4-e][1,3]oxazin-2-yl)benzyl)-1,2,3,6-tetrahydropyridin-4-yl)pyrimidine-2-carbonitrile